(R)-4-methyl-2,2-dioxo-[1,2,3]oxathiazolidine-3-carboxylic acid tert-butyl ester C(C)(C)(C)OC(=O)N1S(OC[C@H]1C)(=O)=O